C(C)(C)(C)C1=CC2=C(C=3C4=CC=CC=C4N(C13)C)C1=C(C=C(C=3N(C=4C=CC=CC4C13)C)C(C)(C)C)N2 2,6-di-tert-butyl-1,7-dimethyl-4,7-dihydro-1H-pyrrolo[2,3-c:5,4-c']dicarbazole